C(C)(C)(C)OC(=O)N1CC2(C1)CCC(CC2)NC2=CC=C1C(=NN(C1=C2F)C)C=2C(=NC(=CC2)OCC2=CC=CC=C2)OCC2=CC=CC=C2.CC=2C=CC(=C(C2)C(C)=O)[N+](=O)[O-] 1-(5-methyl-2-nitrophenyl)ethan-1-one tert-butyl-7-((3-(2,6-bis(benzyloxy)pyridin-3-yl)-7-fluoro-1-methyl-1H-indazol-6-yl)amino)-2-azaspiro[3.5]nonane-2-carboxylate